CN1N=C(C(=C1)C1=CC=C(C=C1)C)N 1-methyl-4-(p-tolyl)-1H-pyrazol-3-amine